CN(C1CNCC1)C 3-dimethylaminopyrrolidin